FC(C=1C(=NC=CC1)N1N=C(C=C1)N)(F)F 1-[3-(trifluoromethyl)pyridin-2-yl]-1H-pyrazol-3-amine